CC1=C(C(=C(C(=O)O)N)C)C=CC=C1 Dimethyl-aminocinnamic acid